C1(C=CC=C1)N1CCN(CC1)CCC(C=C)=C 1-(4-cyclopentadienyl-1-piperazinyl)-3-methylenepent-4-ene